ClC=1C(=C(C=CC1)NC(=S)C1=C(CCN(C1=O)C(=O)OC(C)(C)C)O)CC tert-butyl 5-[(3-chloro-2-ethylphenyl)carbamothioyl]-4-hydroxy-6-oxo-3,6-dihydropyridine-1(2H)-carboxylate